FC(C=1C(=C(C=CC1)[C@@H](C)NC1=C(C(=NC(=N1)OC)C(C(=O)NN1C=NC=C1)C)C1OCCO1)F)F 2-(6-(((R)-1-(3-(difluoromethyl)-2-fluorophenyl)ethyl)amino)-5-(1,3-dioxolan-2-yl)-2-methoxypyrimidin-4-yl)-N-(1H-imidazol-1-yl)propanamide